O=C1N(CCC(N1)=O)C1=CC2=C(N(C(O2)=O)CCC(=O)O)C=C1 3-[6-(2,4-dioxohexahydropyrimidin-1-yl)-2-oxo-1,3-benzoxazol-3-yl]-propanoic acid